NC=1C2=C(N=CN1)C(=CS2)C=2C=NN(C2)C=2C=C(C=CC2C)NC(C2=CC(=NC=C2)C(F)(F)F)=O N-(3-(4-(4-Aminothieno[3,2-d]pyrimidin-7-yl)-1H-pyrazol-1-yl)-4-methylphenyl)-2-(Trifluoromethyl)isonicotinamide